5-{2,6-difluoro-4-[2-(4-methoxy-benzyloxy)-pyridine-3-yl]Phenyl}hexanoic acid methyl ester COC(CCCC(C)C1=C(C=C(C=C1F)C=1C(=NC=CC1)OCC1=CC=C(C=C1)OC)F)=O